FC1=C(C(=O)NCC23CCC(CC2)(CC3)C(=O)OC)C=C(C(=C1F)OCC1=CC=C(C=C1)OC)F methyl 4-({2,3,5-trifluoro-4-[(4-methoxyphenyl)methoxy]benzamido}methyl)bicyclo[2.2.2]octane-1-carboxylate